N-ETHYL-N-(3,3,5-TRIMETHYLCYCLOHEXYL)PYRROLIDINIUM HYDROXIDE [OH-].C(C)[N+]1(CCCC1)C1CC(CC(C1)C)(C)C